CC1(NC(CC(C1)C1=C2C(=NC=C1)NCC2)(C)C)C 4-(2,2,6,6-tetramethylpiperidin-4-yl)-2,3-dihydro-1H-pyrrolo[2,3-b]pyridine